2-((7-methoxybenzo[d]thiazol-2-yl)amino)-N-(pyrrolidin-3-yl)isonicotinamide COC1=CC=CC=2N=C(SC21)NC=2C=C(C(=O)NC1CNCC1)C=CN2